C(C)[Si](C(C(=O)OCCCC)C)(CC)CC butyl α-triethylsilylpropionate